2-(pyrimidin-4-yl)-1h,5h,6h,7h-pyrrolo[3,2-c]Pyridin-4-one N1=CN=C(C=C1)C1=CC=2C(NCCC2N1)=O